2-(2-methylphenyl)ethanol CC1=C(C=CC=C1)CCO